(R)-N-(2-(4-Cyanothiazolidin-3-yl)-2-oxoethyl)-6-(1,4-dioxa-8-azaspiro[4.5]decan-8-yl)quinoline-4-carboxamide C(#N)[C@H]1N(CSC1)C(CNC(=O)C1=CC=NC2=CC=C(C=C12)N1CCC2(OCCO2)CC1)=O